((1r,4r)-4-(((tert-butyldimethylsilyl)oxy)methyl)-cyclohexyl)methanol [Si](C)(C)(C(C)(C)C)OCC1CCC(CC1)CO